3-chloropropylmethylbis(trimethylsiloxy)silane ClCCC[Si](O[Si](C)(C)C)(O[Si](C)(C)C)C